CC12C(C3=CC=CC=C3C1)O2 2-methylindene oxide